ClC=1C(=NC(=NC1)NC1CCOCC1)C1=CC=C2CN(C(C2=C1)=O)CC(N1CCCCC2=C1C=CC=C2)=O 6-{5-chloro-2-[(oxan-4-yl)amino]pyrimidin-4-yl}-2-[2-oxo-2-(2,3,4,5-tetrahydro-1H-1-benzazepin-1-yl)ethyl]-2,3-dihydro-1H-isoindol-1-one